C=1N=CN2C1C1=CC=CC=C1C2C2C(C=1N(CC2)C=NN1)=O 7-(5H-imidazo[5,1-a]isoindol-5-yl)-6,7-dihydro-[1,2,4]triazolo[4,3-a]pyridin-8(5H)-one